N-(3-sulfopropyl)-6-methoxysaccharin sodium salt [Na+].S(=O)(=O)([O-])CCCN1S(=O)(=O)C2=CC(=CC=C2C1=O)OC